1,7-naphthyridin-8-amine N1=CC=CC2=CC=NC(=C12)N